4-((2-ethyl-4-fluorophenyl)-amino)-6-(tri-fluoromethyl)nicotinic acid C(C)C1=C(C=CC(=C1)F)NC1=CC(=NC=C1C(=O)O)C(F)(F)F